NC1=C(C=C(N=N1)C1=C(C=CC=C1)O)N1CC2CCC(C1)N2C2=CC(=NC=C2)C#CCN2C1CCC(C2)C1OC 2-[6-amino-5-[8-[2-[3-(7-methoxy-2-azabicyclo[2.2.1]heptan-2-yl)prop-1-ynyl]-4-pyridyl]-3,8-diazabicyclo[3.2.1]octan-3-yl]pyridazin-3-yl]phenol